O=C1O[C@H](CN1C1C(NC(CC1)=O)=O)C1=CC=C(C=C1)CN1CCNCC1 3-((S)-2-oxo-5-(4-(piperazin-1-ylmethyl)phenyl)oxazolidin-3-yl)piperidine-2,6-dione